C(\C=C/C(=O)O)(=O)O.C(CCCCCC=CCCCC)O Mono7-dodecen-1-ol maleate